5-(8-((1R,2R)-2-(2,4-difluorophenyl)cyclopropyl)imidazo[1,2-b]pyridazin-6-yl)pyrimidine-2,4(1H,3H)-dione FC1=C(C=CC(=C1)F)[C@H]1[C@@H](C1)C=1C=2N(N=C(C1)C=1C(NC(NC1)=O)=O)C=CN2